3-amino-N-(3,5-dihydroxyphenyl)-6-(4-(piperazin-1-ylmethyl)phenyl)pyrazine-2-carboxamide NC=1C(=NC(=CN1)C1=CC=C(C=C1)CN1CCNCC1)C(=O)NC1=CC(=CC(=C1)O)O